Cl.ClC1=C(C=CC(=C1)C(F)(F)F)C=1OC2=C(C(=CC(=C2C(C1)=O)O)O)[C@H]1[C@@H](N(CC1)C)CO (+)-trans-2-(2-chloro-4-trifluoromethylphenyl)-5,7-dihydroxy-8-(2-hydroxymethyl-1-methylpyrrolidin-3-yl)-chromen-4-one hydrochloride